ethyl (E)-5-((tert-butoxycarbonyl)(methyl)amino)-3-(4,4,5,5-tetramethyl-1,3,2-dioxaborolan-2-yl)pent-2-enoate C(C)(C)(C)OC(=O)N(CC/C(=C/C(=O)OCC)/B1OC(C(O1)(C)C)(C)C)C